(1R,2S,5R)-N-(tert-butyl)-2-((dibenzylamino)methyl)-1-(ethylamino)-5-(2-(4,4,5,5-tetramethyl-1,3,2-dioxaborolan-2-yl)ethyl)cyclohexane-1-carboxamide C(C)(C)(C)NC(=O)[C@@]1([C@@H](CC[C@H](C1)CCB1OC(C(O1)(C)C)(C)C)CN(CC1=CC=CC=C1)CC1=CC=CC=C1)NCC